triammonium tetraphosphate [O-]P([O-])(=O)OP(=O)([O-])OP(=O)(O)OP(=O)(O)O.[NH4+].[NH4+].[NH4+]